CN(C)C=C1C(CC(CC1=O)C1=C2C=CN(C2=CC=C1)C)=O 2-((dimethylamino)methylene)-5-(1-methyl-1H-indol-4-yl)cyclohexane-1,3-dione